2-[(3R)-3-methylpiperazin-1-yl]quinazoline C[C@@H]1CN(CCN1)C1=NC2=CC=CC=C2C=N1